C1(CC1)C1=C(C(=NO1)C1=C(C=CC=C1Cl)Cl)COC1CCN(CC1)C=1C=CC=NC1 5-(4-((5-cyclopropyl-3-(2,6-dichlorophenyl)isoxazol-4-yl)methoxy)piperidin-1-yl)pyridine